The molecule is a phosphatidylcholine 40:5 in which the acyl groups specified at positions 1 and 2 are (9Z)-octadecenoyl and (7Z,10Z,13Z,16Z)-docosatetraenoyl respectively. It derives from an oleic acid and an all-cis-docosa-7,10,13,16-tetraenoic acid. CCCCCCCC/C=C\\CCCCCCCC(=O)OC[C@H](COP(=O)([O-])OCC[N+](C)(C)C)OC(=O)CCCCC/C=C\\C/C=C\\C/C=C\\C/C=C\\CCCCC